di-2-ethoxyethylperoxydicarbonate CCOCCOC(=O)OOC(=O)OCCOCC